C1C=CC=C2C1=CC=CC=CC=CC=CC=CC=C2 benzocyclopentadecene